(3R,4S)-1-(6-(1-(3-Cyanocyclobutyl)-1H-pyrazol-4-yl)thiazolo[5,4-c]pyridin-4-yl)-3-cyclopropyl-4-methyl-2-oxopyrrolidine-3-carbonitrile C(#N)C1CC(C1)N1N=CC(=C1)C1=CC2=C(C(=N1)N1C([C@]([C@@H](C1)C)(C#N)C1CC1)=O)SC=N2